F[C@H]1[C@H](C1)C(=O)NC=1C=C2C(=CN1)N(C(=C2)C=2C(=NC=CC2)OC)C (1R,2R)-2-fluoro-N-[2-(2-methoxypyridin-3-yl)-1-methylpyrrolo[2,3-c]pyridin-5-yl]cyclopropane-1-carboxamide